3,3-difluoro-5-hydroxy-piperidine-1-carboxylic acid tert-butyl ester C(C)(C)(C)OC(=O)N1CC(CC(C1)O)(F)F